N1N=CC(=C1)C1=CC=C(C=C1)NC1=NC(=NC=C1)C=1C=C2CN(CC2=CC1)C(=O)C=1SC=2CN(CCC2N1)C (5-(4-((4-(1H-pyrazol-4-yl)phenyl)amino)pyrimidin-2-yl)isoindolin-2-yl)(5-methyl-4,5,6,7-tetrahydrothiazolo[5,4-c]pyridin-2-yl)methanone